9-benzyl-8-(2-chloro-4-((3-fluoroazetidin-3-yl)methoxy)phenyl)-6-(1-methylcyclopropoxy)-9H-purine C(C1=CC=CC=C1)N1C2=NC=NC(=C2N=C1C1=C(C=C(C=C1)OCC1(CNC1)F)Cl)OC1(CC1)C